ClC1=C(C=CC=C1)C1=CN=C(S1)NC(=O)C1CN(CC1)C#N N-(5-(2-chlorophenyl)thiazol-2-yl)-1-cyanopyrrolidine-3-carboxamide